4,5-dimethyl-nitrobenzene CC1=CC=C(C=C1C)[N+](=O)[O-]